BrC=1C(=C(C=O)C=C(C1)Br)N 3,5-dibromo-2-aminobenzaldehyde